1-(4-(5-phenyl-4,5-dihydro-isoxazol-3-yl)benzyl)azetidine-3-carboxylic acid methyl ester COC(=O)C1CN(C1)CC1=CC=C(C=C1)C1=NOC(C1)C1=CC=CC=C1